Cytidine-phosphate P(=O)(O)(O)OC[C@@H]1[C@H]([C@H]([C@@H](O1)N1C(=O)N=C(N)C=C1)O)O